O=C(CCOC[C@H](C)NC=1C(=CN=NC1)C(F)(F)F)N1C[C@H]2N(CC1)C1=C(C2)C=C(C=N1)C(F)(F)F 5-(((S)-1-(3-oxo-3-((S)-3-(trifluoromethyl)-5a,6,8,9-tetrahydropyrido[3',2':4,5]pyrrolo[1,2-a]pyrazin-7(5H)-yl)propoxy)propan-2-yl)amino)-4-(trifluoromethyl)pyridazine